ethyl 2-((6-fluorobenzo[d]oxazol-2-yl) amino)-1-methyl-1H-benzo[d]imidazole-5-carboxylate FC1=CC2=C(N=C(O2)NC2=NC3=C(N2C)C=CC(=C3)C(=O)OCC)C=C1